ClC1=C(C=CC=C1)C(CO)O (2-chlorophenyl)-1,2-ethanediol